bis-[3-(methyldimethoxysilyl)propyl]ethylenediamine C[Si](CCCNCCNCCC[Si](C)(OC)OC)(OC)OC